5-chloro-4-methylpyridin-3-amine ClC=1C(=C(C=NC1)N)C